C1(CCCC1)OC=1C=C(C=CC1OC1=CC=CC=C1)N1C(N(C(NC1=O)=O)C1=CC=CC=C1)=O 1-[3-(cyclopentyloxy)-4-phenoxyphenyl]-3-phenyl-1,3,5-triazinane-2,4,6-trione